5,7-dihydrospiro[cyclopenta[b]pyridine-6,4'-piperidin]-5-amine dihydrochloride Cl.Cl.N1CCC2(CC1)C(C=1C(=NC=CC1)C2)N